C(C)C(CC1=CC=C(S1)C1=C2C(SC=C2)=C(C2=C1SC=C2)C=2SC(=CC2)CC(CCCC)CC)CCCC 4,8-bis(5-(2-Ethylhexyl)thiophen-2-yl)benzo[1,2-b:4,5-b']dithiophene